N1C=NC(=C1)CNN1N=CC2=C(C=CC=C12)OC(=O)C=1C(=CC=CC1)C=1CCCCC1 ((((1H-imidazol-4-yl) methyl) amino)-1H-indazol-4-yl)-2',3',4',5'-tetrahydro-[1,1'-biphenyl]-2-carboxylate